CC1(OC[C@H](O1)CN1[C@H]2CN(C[C@@H]1CC2)C=2C=CC(=C(C(=O)N[C@H](C)C1=CC(=CC(=C1)C=1C=NN(C1)C)OC)C2)C)C 5-[(1R,5S)-8-[[(4R)-2,2-dimethyl-1,3-dioxolan-4-yl]methyl]-3,8-diazabicyclo[3.2.1]oct-3-yl]-N-[(1R)-1-[3-methoxy-5-(1-methylpyrazol-4-yl)phenyl]ethyl]-2-methyl-benzamide